methyl-(2-oxocyclopentyl)sulfonium trifluoromethanesulfonate FC(S(=O)(=O)[O-])(F)F.C[SH+]C1C(CCC1)=O